C1=CC=CC=2C3=CC=CC=C3N(C12)C1=C(C#N)C(=C(C(=C1C#N)N1C2=CC=CC=C2C=2C=CC=CC12)N1C2=CC=CC=C2C=2C=CC=CC12)N1C2=CC=CC=C2C=2C=CC=CC12 2,4,5,6-tetrakis(carbazol-9-yl)isophthalonitrile